2,6-difluoro-4-(9-carbazolyl)styrene FC1=C(C=C)C(=CC(=C1)N1C2=CC=CC=C2C=2C=CC=CC12)F